2-(4-(4-(5-methyl-7H-pyrrolo[2,3-d]pyrimidin-4-yl)-3,4-dihydro-2H-1,4-thiazin-6-yl)-1H-pyrazol-1-yl)acetic acid CC1=CNC=2N=CN=C(C21)N2CCSC(=C2)C=2C=NN(C2)CC(=O)O